10-(4-(2,5-dichlorophenoxy)phenoxy)-3,4-dihydro-2H-[1,4]oxazino[2,3-f]quinazoline ClC1=C(OC2=CC=C(OC3=NC=NC4=CC=C5C(=C34)OCCN5)C=C2)C=C(C=C1)Cl